3-[5-[4-(dimethoxymethyl)-1-piperidyl]-4-methoxy-1-oxo-isoindolin-2-yl]piperidine-2,6-dione COC(C1CCN(CC1)C=1C(=C2CN(C(C2=CC1)=O)C1C(NC(CC1)=O)=O)OC)OC